γ-Palmitolactone C1(CCC(CCCCCCCCCCCC)O1)=O